ClC=1C=NN2C1C=CC(=C2)B2OC(C(O2)(C)C)(C)C 3-chloro-6-(4,4,5,5-tetramethyl-1,3,2-dioxaborolan-2-yl)pyrazolo[1,5-a]pyridine